(2S)-1-((trimethylsilyl)methyl)pyrrolidine-2-carboxamide C[Si](C)(C)CN1[C@@H](CCC1)C(=O)N